NC=1C=2N(C=CN1)C(=NC2C)[C@@H](C)C=2C(=C(C(=O)NCC)C(=C(C2)Cl)F)OC(C)C (S)-3-(1-(8-amino-1-methylimidazo[1,5-a]pyrazin-3-yl)ethyl)-5-chloro-6-fluoro-2-isopropoxy-N-ethyl-benzamide